tert-butyl (5R)-5-(1,1-dioxo-1λ6,2,6-thiadiazinan-2-yl)-3,3-difluoropiperidine-1-carboxylate O=S1(N(CCCN1)[C@@H]1CC(CN(C1)C(=O)OC(C)(C)C)(F)F)=O